ClC1=C(C(=C(N)C=C1F)C)F 4-chloro-3,5-difluoro-2-methylaniline